FC1=C(N)C=C(C(=C1)OC)OCC=1C=CC=C2C=CC(=NC12)C 2-fluoro-4-methoxy-5-((2-methylquinolin-8-yl)methoxy)aniline